cis-4-(3-(but-2-ynamido)cyclohexyl)-3,5,6-trifluoro-2-methyl-1H-indole-7-carboxamide C(C#CC)(=O)N[C@H]1C[C@H](CCC1)C1=C2C(=C(NC2=C(C(=C1F)F)C(=O)N)C)F